tert-Butyl 4-(1-(hexanoyloxymethyl)-2-oxo-1,2-dihydroquinolin-3-yl)piperidine-1-carboxylate C(CCCCC)(=O)OCN1C(C(=CC2=CC=CC=C12)C1CCN(CC1)C(=O)OC(C)(C)C)=O